FC1=NC(=CC=C1N1CCN(CC1)CC=1C=C2NC(C=3N(C2=CC1)N=CC3Cl)=O)C(NC)=O 7-((4-(2-fluoro-6-(methylcarbamoyl)pyridin-3-yl)piperazin-1-yl)methyl)-3-chloropyrazolo[1,5-a]quinoxalin-4(5H)-one